C(C)(C)(C)OC(=O)NC1=C2C(=NC=C1C(=O)O)N(N=C2)C 4-((tert-butoxycarbonyl)amino)-1-methyl-1H-pyrazolo[3,4-b]pyridine-5-carboxylic acid